6-(3-chloro-6-(difluoromethyl)-2-fluorophenyl)-3-vinylpyridine-2-carboxylic acid ClC=1C(=C(C(=CC1)C(F)F)C1=CC=C(C(=N1)C(=O)O)C=C)F